N-(4-{[6,7-Bis(methyloxy)chinolin-4-yl]oxy}-3,5-difluorophenyl)-N'-(4-fluorophenyl)cyclopropan-1,1-dicarboxamid COC=1C=C2C(=CC=NC2=CC1OC)OC1=C(C=C(C=C1F)NC(=O)C1(CC1)C(=O)NC1=CC=C(C=C1)F)F